BrC=1C2(C3=CC(=C(C=C3C1)C)OC)CCC(CC2)(C(=O)OC)NC2=CC(=CC=C2)Cl methyl (1s,4s)-2'-bromo-4-(3-chloroanilino)-6'-methoxy-5'-methylspiro[cyclohexane-1,1'-indene]-4-carboxylate